C(=C)C=1C(NC(NC1)=O)=O 5-ethenyl-3H-pyrimidine-2,4-dione